N-[4-(1-{[4-(trifluoromethoxy)phenyl]carbonyl}piperidin-4-yl)butyl]-1H-pyrrolo[3,2-c]pyridine-2-carboxamide FC(OC1=CC=C(C=C1)C(=O)N1CCC(CC1)CCCCNC(=O)C1=CC=2C=NC=CC2N1)(F)F